CC=1C=C(\C=N\NC2=C3N=CN(C3=NC(=N2)N2CCOCC2)C=2C(=NC=CC2)C)C=CC1 (E)-4-(6-(2-(3-methylbenzylidene)hydrazinyl)-9-(2-methylpyridin-3-yl)-9H-purin-2-yl)morpholine